C(C1=CC=CC=C1)OC1=CC(=C(C=C1C)C(C#N)(C)C)C(F)(F)F 2-[4-benzyloxy-5-methyl-2-(trifluoromethyl)phenyl]-2-methyl-propanenitrile